(3S,4S)-1-(1H-benzo[d]imidazol-5-yl)-3-cyclopropyl-4-(2-methyl-6-(1-(trifluoromethyl)-1H-pyrazol-4-yl)pyridin-3-yl)azetidin-2-one N1C=NC2=C1C=CC(=C2)N2C([C@H]([C@H]2C=2C(=NC(=CC2)C=2C=NN(C2)C(F)(F)F)C)C2CC2)=O